decyl 3-hexyl-2-hydroxybenzoate C(CCCCC)C=1C(=C(C(=O)OCCCCCCCCCC)C=CC1)O